CN(C=1C=C2CN(C(C2=CC1)=O)C1C(NC(CC1)=O)=O)[C@H]1CC=CC[C@H]1NC 3-(5-(methyl-((1s,6r)-6-(methylamino)cyclohex-3-en-1-yl)amino)-1-oxoisoindolin-2-yl)piperidine-2,6-dione